CN1CCCC1C2=CC=CC=N2 alpha-Nicotine